(1α,3α,4α,6α)-4,7,7-trimethylbicyclo[4.1.0]heptan-3-ol CC1CC2C(C2(C)C)CC1O